3-(1,2-Diazidoethyl)benzaldehyde N(=[N+]=[N-])C(CN=[N+]=[N-])C=1C=C(C=O)C=CC1